FC1(CC1)CN1N=C2C(N(C(N(C2)C2CCN(CC2)C2=C(C=CC=C2C)F)=O)CC2=NC=CC=C2C(F)(F)F)=C1 2-(1-Fluoro-cyclopropylmethyl)-6-[1-(2-fluoro-6-methyl-phenyl)-piperidin-4-yl]-4-(3-trifluoromethyl-pyridin-2-ylmethyl)-2,4,6,7-tetrahydro-pyrazolo[4,3-d]pyrimidin-5-on